3-chloro-1,1,2-trifluoropropane ClCC(C(F)F)F